β-glycidoxyethyl-methyl-dimethoxysilane C(C1CO1)OCC[Si](OC)(OC)C